ClC1=C(C=CC(=C1)Cl)C=1CCCC2=C(C1C1=NC=C(C=C1F)C=C1CN(C1)CCCF)C=CC(=C2)C(=O)OC methyl 8-(2,4-dichlorophenyl)-9-(3-fluoro-5-((1-(3-fluoropropyl)azetidin-3-ylidene)methyl)pyridin-2-yl)-6,7-dihydro-5H-benzo[7]annulene-3-carboxylate